C(C)(C)(C)OC(=O)N([C@H](C(=O)N[C@H](C(=O)N1[C@@H](CC[C@@H]1C=1OC(=CC1)C)C(=O)N[C@H](C(=O)OCC1=CC=CC=C1)[C@H](CC)C)C(C)C)C)C (2S,3S)-benzyl 2-((2S,5R)-1-((S)-2-((S)-2-(tert-butoxycarbonyl(methyl)amino)propanamido)-3-methylbutanoyl)-5-(5-methylfuran-2-yl)pyrrolidine-2-carboxamido)-3-methylpentanoate